5-benzyl 1-(tert-butyl) 2-((methylsulfonyl)oxy)pentanedioate CS(=O)(=O)OC(C(=O)OC(C)(C)C)CCC(=O)OCC1=CC=CC=C1